C(C)(=O)O.C(C)(=O)O.OCC(O)CO.OCC(O)CO diglycerol diacetate